3-methyl-N-(2-phenyl-quinolin-8-yl)pyridine-2-sulfonamide CC=1C(=NC=CC1)S(=O)(=O)NC=1C=CC=C2C=CC(=NC12)C1=CC=CC=C1